N-(3-bromophenyl)-7-chloro-8-fluoro-2-(methylsulfanyl)pyrido[4,3-d]pyrimidin-5-amine BrC=1C=C(C=CC1)NC1=NC(=C(C=2N=C(N=CC21)SC)F)Cl